N1(CCNCCN(CCC1)CC=1C(=C(C=C(C1)C)NC(C(CO)CO)=O)O)CC=1C(=C(C=C(C1)C)NC(C(CO)CO)=O)O N,N'-{1,4,7-triazecane-1,7-diylbis[methylene(2-hydroxy-5-methyl-3,1-phenylene)]}bis[3-hydroxy-2-(hydroxymethyl)propanamide]